COC1=CC=C2C(=CC=NC2=C1)OC1=CC=C(C=C1)S(=O)(N)=NCC=1N(C=CN1)C 4-((7-methoxyquinolin-4-yl)oxy)-N'-((1-methyl-1H-imidazol-2-yl)methyl)benzenesulfonimidamide